O=C1N(C=CC2=CC=CC=C12)CC(=O)OC methyl 2-(1-oxoisoquinolin-2(1H)-yl)acetate